CN(CCC=1C(=NC=CC1)O)C 3-(2-(dimethylamino)ethyl)pyridin-2-ol